BrC=1C=C2C=C(N=CC2=CC1)OC1CCN(CC1)C(=O)OC(C)(C)C tert-butyl 4-((6-bromoisoquinolin-3-yl)oxy)piperidine-1-carboxylate